CC(=O)N(CCCC(C(=O)O)N)C(=N)N N-acetylarginine